O=C1NC(CCC1N1C(C2=CC=C(C=C2C1)C#CCCCCCCC(=O)N(C)CC=1C=C(OCCN2C=CC3=CC=C(C=C23)C(=O)NO)C=CC1)=O)=O 1-(2-(3-((9-(2-(2,6-dioxopiperidin-3-yl)-1-oxoisoindolin-5-yl)-N-methylnon-8-ynamido)methyl)phenoxy)ethyl)-N-hydroxy-1H-indole-6-carboxamide